C(#C)C=1SC=C(N1)NC(=O)N1CCN(CC1)C1=CC=C(C=C1)C1=CC(=CC=C1)NC1CC(C1)O N-(2-ethynylthiazol-4-yl)-4-(3'-((3-hydroxycyclobutyl)amino)-[1,1'-biphenyl]-4-yl)-piperazine-1-carboxamide